3-(1-methylcyclobutyl)acrylonitrile CC1(CCC1)C=CC#N